SNSNS trithiazane